di-butoxytridecenylmethoxymethyl ether C(CCC)OC(CCCCCCCCCCC=CC(OC)OC(C=CCCCCCCCCCCC(OCCCC)OCCCC)OC)OCCCC